C(C)(=O)C1N(CCC1)C(C(=O)O)CCC(=O)O 2-(2-acetylpyrrolidin-1-yl)pentanedioic acid